4-((1r,3r)-3-(4-(2-(1-amino-5-(tert-butoxy)-1,5-dioxopent-2-yl)-4-methoxy-1-oxoisoindolin-5-yl)piperidin-1-yl)cyclobutoxy)piperidine-1-carboxylic acid tert-butyl ester C(C)(C)(C)OC(=O)N1CCC(CC1)OC1CC(C1)N1CCC(CC1)C=1C(=C2CN(C(C2=CC1)=O)C(C(=O)N)CCC(=O)OC(C)(C)C)OC